N-(2,3,6-Trifluoro-4-(2-(((3S,5S)-5-fluoropiperidin-3-yl)amino)-8-isopropyl-7-oxo-7,8-dihydropyrido[2,3-d]pyrimidin-6-yl)phenyl)-1-(2-(trifluoromethyl)pyridin-3-yl)methanesulfonamide FC1=C(C(=CC(=C1F)C1=CC2=C(N=C(N=C2)N[C@@H]2CNC[C@H](C2)F)N(C1=O)C(C)C)F)NS(=O)(=O)CC=1C(=NC=CC1)C(F)(F)F